C(#N)C1=CC=C(CCNC2=CN=C(N(C2=O)CC(=O)O)C2=CC=CC=C2)C=C1 2-(5-((4-cyanophenethyl)amino)-6-oxo-2-phenylpyrimidin-1(6H)-yl)acetic acid